[Na+].FC1=CC=C(C=C1)C1=NC=2N(C(=C1)COC)N=CC2C(=O)[O-] 5-(4-fluorophenyl)-7-(methoxymethyl)pyrazolo[1,5-a]Pyrimidine-3-carboxylic acid sodium salt